OC(C)(C)C=1C=CC2=CN(N=C2C1)C1CCC(CC1)N1CCNCC1 6-(2-hydroxypropan-2-yl)-2-((1r,4r)-4-(piperazin-1-yl)cyclohexyl)-2H-indazol